C[N+](=C(N)N)CC(=O)[O-] The molecule is zwitterionic form of creatine arising from transfer of a proton from the carboxy to the guanidino group; major species at pH 7.3. It is a conjugate acid of a creatinate. It is a tautomer of a creatine.